FC1=CC=C(C=C1)C1CCN(CCC1)C(=O)C1=C(OC=2N=CN=C(C21)NC2(CC2)C)C 5-[4-(4-fluorophenyl)azepan-1-carbonyl]-6-methyl-N-(1-methylcyclopropyl)furo[2,3-d]pyrimidin-4-amine